C1(CC1)CN1CC(CCC1)C(=O)C=1C=C2C=CC(=CC2=CC1)C(=O)N(C)C 6-(1-(cyclopropylmethyl)piperidine-3-carbonyl)-N,N-dimethyl-2-naphthamide